tricyclo[4.2.2.02,5]decane C12C3CCC3C(CC1)CC2